tert-butyl N-[4-chloro-3-[[6-[2-(3-fluorophenyl)ethynyl]-2,4-dimethyl-3-pyridyl]carbamoyl]phenyl]carbamate ClC1=C(C=C(C=C1)NC(OC(C)(C)C)=O)C(NC=1C(=NC(=CC1C)C#CC1=CC(=CC=C1)F)C)=O